BrC=1C=C2C(=NC1)N(N=C2C(=O)N(C)OC)C2OCCN2 5-bromo-N-methoxy-N-methyl-1-(oxazolidin-2-yl)pyrazolo[3,4-b]Pyridine-3-carboxamide